2-chloro-6-(furan-3-yl)-4-(2-methoxyethoxy)pyridine ClC1=NC(=CC(=C1)OCCOC)C1=COC=C1